1-bromo-2-(2-methoxyethoxy)ethane tert-butyl-5-amino-2-(2-methyl-7-nitroquinolin-3-yl)-5-oxopentanoate C(C)(C)(C)OC(C(CCC(=O)N)C=1C(=NC2=CC(=CC=C2C1)[N+](=O)[O-])C)=O.BrCCOCCOC